butyl 3-((1-(4-(dimethylamino)-4-methylpent-2-ynoyl)azetidin-3-yl)oxy)propanoate CN(C(C#CC(=O)N1CC(C1)OCCC(=O)OCCCC)(C)C)C